CCC#C 1-methylpropan-2-yn